N-benzyl-N-(2,2-dimethoxyethyl)ethenesulfonamide C(C1=CC=CC=C1)N(S(=O)(=O)C=C)CC(OC)OC